(R)-tert-butyl 2-((S)-7-(2,4-difluoro-6-(2-methoxyethoxy) phenyl)-4-(1-methyl-1H-indazol-5-yl) thieno[3,2-c]pyridin-6-yl)-4-methyl-6,7-dihydropyrazolo[1,5-a]pyrazine-5(4H)-carboxylate FC1=C(C(=CC(=C1)F)OCCOC)C=1C2=C(C(=NC1C1=NN3C([C@H](N(CC3)C(=O)OC(C)(C)C)C)=C1)C=1C=C3C=NN(C3=CC1)C)C=CS2